C(CCCCCCC\C=C/C\C=C/CCCCC)(=O)O (12R)-linoleic acid